8-(2,2-Dimethylpropyl)-2-{[(1S)-1-(4-methoxyphenyl)ethyl]amino}pyrido[2,3-d]pyrimidin-7(8H)-on CC(CN1C(C=CC2=C1N=C(N=C2)N[C@@H](C)C2=CC=C(C=C2)OC)=O)(C)C